C(#C)C1=CC(N(C=2N=C(N=CC21)NC2=CC(=C(C=C2)N2CCN(CC2)C)C)C2=CC=CC=C2)=O 5-Ethynyl-2-{[3-methyl-4-(4-methylpiperazin-1-yl)phenyl]amino}-8-phenylpyrido[2,3-d]pyrimidin-7-one